3-methyl-4,4''-terphenyldiamine CC=1C=C(C=CC1N)C=1C(=CC=CC1)C1=CC=C(C=C1)N